(2-((5-bromo-2,3-dihydro-1H-inden-2-yl)amino)pyrimidin-5-yl)(6-oxa-1-azaspiro[3.3]hept-1-yl)methanone BrC=1C=C2CC(CC2=CC1)NC1=NC=C(C=N1)C(=O)N1CCC12COC2